1-methylcyclopropan CC1CC1